(R)-Ethyl 1-(1-(1-(4-methoxyphenyl)ethyl)-5-oxo-2,5-dihydro-1H-pyrrol-3-yl)cyclopropanecarboxylate COC1=CC=C(C=C1)[C@@H](C)N1CC(=CC1=O)C1(CC1)C(=O)OCC